ClC=1C=C(CC2=CC=C(N=N2)C(=O)NC2=CN(C(C=C2)=O)C)C=CC1 6-(3-chlorobenzyl)-N-(1-methyl-6-oxo-1,6-dihydropyridin-3-yl)pyridazine-3-carboxamide